5-((5-(3-(5-ethyloxazol-2-yl)cyclopentyl)-1H-pyrazol-3-yl)amino)-4-fluoro-2,3-dihydrobenzo[d]isothiazole 1,1-dioxide C(C)C1=CN=C(O1)C1CC(CC1)C1=CC(=NN1)NC=1C=CC2=C(CNS2(=O)=O)C1F